COC=1C=C(C=NC1OCC1=NC=C(C=C1)OC)CC1=NC(=NC=C1)C=1C=NN(C1)C 4-({5-methoxy-6-[(5-methoxypyridin-2-yl)methoxy]pyridin-3-yl}methyl)-2-(1-methyl-1H-pyrazol-4-yl)pyrimidine